FC(S(=O)(=O)NC1=C(C=C(C=C1)C1=NNC(=C1C(=O)N)NC=1C=NN(C1)C1CCOCC1)O[C@@H](C)C1=CC=C(C=C1)F)F (S)-3-(4-((difluoromethyl)sulfonamido)-3-(1-(4-fluorophenyl)ethoxy)phenyl)-5-((1-(tetrahydro-2H-pyran-4-yl)-1H-pyrazol-4-yl)amino)-1H-pyrazole-4-carboxamide